C(CCCCCCCCCCCCCCCCCCCCCCCCCCCCCCCC)(=O)OCCCCCCCCCCCCCCCCCCCCCC behenyl tritriacontanoate